BrC1=NNC=C1C(=O)OCC ethyl 3-bromo-1H-pyrazole-4-carboxylate